C(C)C1=CC(=NN1)NC1=NC(=NC2=CC(=C(C=C12)OC)OCCCN1CCCC1)C#N 4-((5-ethyl-1H-pyrazol-3-yl)amino)-6-methoxy-7-(3-(pyrrolidin-1-yl)propoxy)quinazolin-2-carbonitrile